CC1(OC[C@H](O1)CN1C(C2=C(C=NC=C2C=C1)F)=O)C (R)-2-((2,2-dimethyl-1,3-dioxolan-4-yl)methyl)-8-fluoro-2,6-naphthyridin-1(2H)-one